ClC=1N=C(C2=C(N1)C(=C(N=C2)Cl)F)O 2,7-Dichloro-8-fluoro-4-hydroxypyrido[4,3-d]pyrimidin